1,6-hexanedial diacrylate C(C=C)(=O)O.C(C=C)(=O)O.C(CCCCC=O)=O